((phenoxymethoxy)methyl)-5-bromotetrahydrofuran-3,4-diol tribenzoate C(C1=CC=CC=C1)(=O)O.C(C1=CC=CC=C1)(=O)O.C(C1=CC=CC=C1)(=O)O.O(C1=CC=CC=C1)COCC1OC(C(C1O)O)Br